(E)-cyclohexadec-5-enone C1(CCC\C=C\CCCCCCCCCC1)=O